NCCCC[SiH2]C(OC)OC 4-aminobutyldimethoxymethylsilane